8-(3,4-dichloro-5-fluoro-1H-indole-2-carbonyl)-2-methyl-2,8-diazaspiro[4.5]decan-1-one ClC1=C(NC2=CC=C(C(=C12)Cl)F)C(=O)N1CCC2(CCN(C2=O)C)CC1